N-[(1R)-2-(dimethylamino)-1-methyl-ethyl]-9-hydroxy-5,6-dimethyl-pyrido[4,3-b]carbazole-1-carboxamide CN(C[C@@H](C)NC(=O)C1=NC=CC2=C(C=3N(C=4C=CC(=CC4C3C=C21)O)C)C)C